3-(5-ethynyl-1-oxo-3H-isoindol-2-yl)piperidine-2,6-dione C(#C)C=1C=C2CN(C(C2=CC1)=O)C1C(NC(CC1)=O)=O